N1(C=NC=C1)C1=CCC2C3CC=C4C[C@H](CC[C@@]4(C3CC[C@]12C)C)NC(=O)C1=NC=CN=C1 N-((3S,10R,13S)-17-(1H-imidazol-1-yl)-10,13-dimethyl-2,3,4,7,8,9,10,11,12,13,14,15-dodecahydro-1H-cyclopenta[a]phenanthren-3-yl)pyrazine-2-carboxamide